COC=1C(=CC(=C(C1)NCC1=C(C=CC=C1)N1C(NC(CC1)=O)=O)[N+](=O)[O-])NC1=NC=CC(=N1)C1=CN(C2=CC=CC=C12)C 1-(2-(((5-methoxy-4-((4-(1-methyl-1H-indol-3-yl)pyrimidin-2-yl)amino)-2-nitrophenyl)amino)methyl)phenyl)dihydropyrimidine-2,4(1H,3H)-dione